(R)-N-((S)-2-Hydroxy-1-(m-tolyl)ethyl)-2-(7-(2-((1-methyl-1H-pyrazol-5-yl)amino)pyrimidin-4-yl)-1-oxo-3,4-dihydropyrrolo[1,2-a]pyrazin-2(1H)-yl)propanamide OC[C@H](C=1C=C(C=CC1)C)NC([C@@H](C)N1C(C=2N(CC1)C=C(C2)C2=NC(=NC=C2)NC2=CC=NN2C)=O)=O